magnesium diphenolate C1(=CC=CC=C1)[O-].C1(=CC=CC=C1)[O-].[Mg+2]